Isopropyl 2-((5-acrylamido-2-methoxy-4-(4-methylpiperazin-1-yl)phenyl)amino)-4-((2-(1-methyl-1H-pyrazol-3-yl)phenyl)amino)pyrimidin-5-carboxylate C(C=C)(=O)NC=1C(=CC(=C(C1)NC1=NC=C(C(=N1)NC1=C(C=CC=C1)C1=NN(C=C1)C)C(=O)OC(C)C)OC)N1CCN(CC1)C